C1(CCCC1)=NS(=O)C(C)(C)C N-cyclopentylidene-2-methylpropane-2-sulfinamide